C(=O)(O)CCCC[Si](OC)(OC)OC delta-carboxybutyltrimethoxysilane